ClC1=C(C=CC(=C1)OC)OB(O)O (2-chloro-4-methoxyphenyl)boric acid